C1CC2CCC1C2(Br)Br dibromonorbornane